ClC1=C(C=CC=C1)N1CC2=C(C=3C=CC(=NC13)C(F)(F)F)C=NN2 5-(2-Chlorophenyl)-7-(trifluoromethyl)-3,5-dihydro-4H-pyrazolo[3,4-c][1,8]naphthyridine